FC1=C(C=C(C=C1)N1C(=C(C2=C(C=CC=C12)O)C1CC2(CC(C2)C(=O)O)C1)C1CCOCC1)C 6-[1-(4-fluoro-3-methyl-phenyl)-4-hydroxy-2-tetrahydropyran-4-yl-indol-3-yl]Spiro[3.3]Heptane-2-carboxylic acid